(7-(fluoromethyl)quinoline-4-carbonyl)glycine FCC1=CC=C2C(=CC=NC2=C1)C(=O)NCC(=O)O